ClC1=CC=C(C(=O)NC=2C(N(N(C2C2=C(C=C(C=C2F)OC)F)C)C2=C(C=CC=C2F)F)=O)C=C1 4-chloro-N-[5-(2,6-difluoro-4-methoxyphenyl)-2-(2,6-difluorophenyl)-1-methyl-3-oxo-2,3-dihydro-1H-pyrazol-4-yl]benzamide